rac-(7S)-7-tert-butyl-N-[rac-(1R)-3-(3,3-dimethylazetidin-1-yl)-1-[4-(6-oxo-1H-pyridin-3-yl)phenyl]propyl]-5,6,7,8-tetrahydrothiazolo[5,4-b]quinoline-2-carboxamide C(C)(C)(C)[C@@H]1CC=2C=C3C(=NC2CC1)SC(=N3)C(=O)N[C@H](CCN3CC(C3)(C)C)C3=CC=C(C=C3)C3=CNC(C=C3)=O |r|